tri(trifluoroethylsilane) phosphite P(O)(O)O.FC(C[SiH3])(F)F.FC(C[SiH3])(F)F.FC(C[SiH3])(F)F